2-fluoro-4-(1-(1-(7-fluoroquinolin-6-yl)-ethyl)-1H-imidazo[4,5-b]pyrazin-6-yl)-benzoic acid methyl ester COC(C1=C(C=C(C=C1)C1=CN=C2C(=N1)N(C=N2)C(C)C=2C=C1C=CC=NC1=CC2F)F)=O